2-((2-(4-(5-((4,4-dimethyl-3-(2-morpholinoethyl)-2,5-dioxoimidazolidin-1-yl)methyl)-1,2,4-oxadiazol-3-yl)-2-(trifluoromethyl)phenoxy)phenyl)thio)acetaldehyde CC1(N(C(N(C1=O)CC1=NC(=NO1)C1=CC(=C(OC2=C(C=CC=C2)SCC=O)C=C1)C(F)(F)F)=O)CCN1CCOCC1)C